tert-Butyl-dimethyl-(1H-pyrazol-3-yloxymethyl)silane C(C)(C)(C)[Si](COC1=NNC=C1)(C)C